CN1CC=2C=C(C=NC2CC1)NC=1N=CC2=C(N1)CN(CC2)C2=CC1=C(OCCN1C(=O)OC(C)(C)C)N=C2 tert-butyl 7-{2-[(6-methyl-5,6,7,8-tetrahydro-1,6-naphthyridin-3-yl)amino]-5H,6H,7H,8H-pyrido[3,4-d]pyrimidin-7-yl}-1H,2H,3H-pyrido[2,3-b][1,4]oxazine-1-carboxylate